4-(6beta-hydroxy-17-ketoandrostan-3-yl)butanoic acid O[C@@H]1C[C@H]2[C@@H]3CCC([C@@]3(C)CC[C@@H]2[C@]2(CCC(CC12)CCCC(=O)O)C)=O